methyl 2-({4-[2-(4-chloro-2-fluorophenyl)-2-methyl-1,3-benzodioxol-4-yl]piperidin-1-yl}methyl)-1-(2-methoxyethyl)-1H-imidazo[4,5-b]pyridine-6-carboxylate ClC1=CC(=C(C=C1)C1(OC2=C(O1)C=CC=C2C2CCN(CC2)CC=2N(C=1C(=NC=C(C1)C(=O)OC)N2)CCOC)C)F